6-fluoro-1-oxo-spiro[indan-2,4'-piperidine]-1'-carboxylic acid tert-butyl ester C(C)(C)(C)OC(=O)N1CCC2(CC1)C(C1=CC(=CC=C1C2)F)=O